4-[1-(1-cyclopentylbut-3-yn-1-yl)-1H-pyrazol-4-yl]-7H-pyrrolo[2,3-d]pyrimidine trifluoroacetate salt FC(C(=O)O)(F)F.C1(CCCC1)C(CC#C)N1N=CC(=C1)C=1C2=C(N=CN1)NC=C2